ClC1=CC=C(C=C1)C(CSC1=NN=C(N1)C1=CC=C(C=C1)C)=O 1-(4-chlorophenyl)-2-((5-(p-tolyl)-4H-1,2,4-triazol-3-yl)thio)ethan-1-one